(R)-phenyl-(pyren-4-yl)methanol tert-butyl-(6-chloro-5-fluoropyridin-3-yl)carbamate C(C)(C)(C)N(C(=O)O[C@@H](C=1C2=CC=CC3=CC=C4C=CC=C(C1)C4=C32)C3=CC=CC=C3)C=3C=NC(=C(C3)F)Cl